C(C1=CC=CC=C1)OC[C@@H]1[C@@](C1)(C(=O)O)N1C(=CC2=CC(=CC=C12)[C@@H]1CC(OCC1)(C)C)C(N(C1=CC=CC=C1)C)=O (1S,2S)-2-((benzyloxy)methyl)-1-(5-((S)-2,2-dimethyltetrahydro-2H-pyran-4-yl)-2-(methyl(phenyl)carbamoyl)-1H-indol-1-yl)cyclopropane-1-carboxylic acid